C(#N)C1=CC=C(C(=N1)C=1N(C=C(N1)C1=CC=CC=C1)C)S(=O)(=O)NC 6-cyano-N-methyl-2-(1-methyl-4-phenyl-1H-imidazol-2-yl)pyridine-3-sulfonamide